CC=1N=C(SC1S(=O)(=O)N1CCN(CC1)C[C@H](C)NC=1C2=C(N=CN1)N=CC=C2)NC(OC)=O Methyl (S)-(4-methyl-5-((4-(2-(pyrido[2,3-d]pyrimidin-4-ylamino)propyl)piperazin-1-yl)sulfonyl)thiazol-2-yl)carbamate